N-(2,2'-dichloro-3'-(5-(((2-hydroxyethyl)amino)methyl)-6-methoxypyridin-2-yl)-[1,1'-biphenyl]-3-yl)-1,3-dimethyl-2,4-dioxo-1,2,3,4-tetrahydropyrimidine-5-carboxamide ClC1=C(C=CC=C1NC(=O)C=1C(N(C(N(C1)C)=O)C)=O)C1=C(C(=CC=C1)C1=NC(=C(C=C1)CNCCO)OC)Cl